N-(3-(3,3-difluoro-2-methylallyl)-1,2,4-thiadiazol-5-yl)-2-methyl-5-(3-(trifluoromethyl)phenyl)thiophene-3-carboxamide FC(=C(CC1=NSC(=N1)NC(=O)C1=C(SC(=C1)C1=CC(=CC=C1)C(F)(F)F)C)C)F